C(#N)C1=CC(=C(C=C1)N1CC(N(C2(CC(C2)C(=O)NCCO)C1=O)CC1=CC=C(C=C1)C(F)(F)F)=O)F 8-(4-cyano-2-fluorophenyl)-N-(2-hydroxyethyl)-6,9-dioxo-5-(4-(trifluoromethyl)benzyl)-5,8-diazaspiro[3.5]nonane-2-carboxamide